C1(=CC=CC=C1)CCCC1=NOC(=N1)[C@H]1N(CCCC1)S(=O)(=O)C1CCCCC1 3-(3-phenylpropyl)-5-[(2S)-1-cyclohexylsulfonylpiperidin-2-yl]-1,2,4-oxadiazole